tert-butyl ((5-cyano-1,3,3-trimethyl-4-oxocyclohexyl)methyl)carbamate C(#N)C1C(C(CC(C1)(C)CNC(OC(C)(C)C)=O)(C)C)=O